4-(benzylthio)-2,5-difluorobenzoic acid methyl ester COC(C1=C(C=C(C(=C1)F)SCC1=CC=CC=C1)F)=O